C(CCC\C=C/CC)OC(CCC(=O)OCCCCCCN(CCCCCC(=O)OCCCCCCCCC)CCCO)OCCCC\C=C/CC nonyl 6-((6-((4,4-bis(((Z)-oct-5-en-1-yl)oxy)butanoyl)oxy)hexyl)(3-hydroxypropyl)amino)hexanoate